COC=1C=C(C(=O)O)C=CC1OCCCOC 3-methoxy-4-(3-methoxypropoxy)benzoic acid